6α-hydroxycholestanol C[C@H](CCCC(C)C)[C@H]1CC[C@@H]2[C@@]1(CC[C@H]3[C@H]2C[C@@H]([C@@H]4[C@@]3(CC[C@@H](C4)O)C)O)C